2-(4-ethylphenoxy)-N-(1H-pyrazol-5-yl)-N-(2-thienyl-methyl)acetamide C(C)C1=CC=C(OCC(=O)N(CC=2SC=CC2)C2=CC=NN2)C=C1